(((5s,7s)-7-methyl-2,8-dioxo-1-oxa-3-azaspiro[4.5]decan-7-yl)methyl)-1H-benzo[d]imidazole-6-carbonitrile C[C@]1(C[C@]2(CNC(O2)=O)CCC1=O)CN1C=NC2=C1C=C(C=C2)C#N